5-((3-(3-(((6-Chloro-1-methyl-1H-indol-2-yl)methyl)amino)propanamido)propyl)amino)benzo[c][2,6]naphthyridine-8-carboxamide ClC1=CC=C2C=C(N(C2=C1)C)CNCCC(=O)NCCCNC1=NC2=C(C3=CN=CC=C13)C=CC(=C2)C(=O)N